(Z)-5-((6-(4-(t-butyl)phenyl)pyrimidin-4-yl)methylene)thiazolidin-2,4-dione C(C)(C)(C)C1=CC=C(C=C1)C1=CC(=NC=N1)\C=C/1\C(NC(S1)=O)=O